ClC=1C=CC(=C(C(=O)N(C(C)C)CC)C1)OC=1C=NC=NC1 5-chloro-N-ethyl-N-isopropyl-2-(pyrimidin-5-yloxy)benzamide